Benzyl (2S)-2-[[(tert-butoxy)carbonyl]amino]-4,4,4-trifluorobutanoate C(C)(C)(C)OC(=O)N[C@H](C(=O)OCC1=CC=CC=C1)CC(F)(F)F